F[C@@H]1[C@@H](C1)NC1=NC(N(C2=CC(=CC(=C12)OC)C(F)(F)F)C1=CC=CC=C1)=O 4-(((1R,2S)-2-fluorocyclopropyl)amino)-5-methoxy-1-phenyl-7-(trifluoromethyl)-quinazolin-2(1H)-one